COC(C1=C(C=CC=C1)[C@@H]1[C@@H]([C@@H]2[C@@H](OC(O2)(C)C)O1)O)=O ((3ar,5r,6s,6ar)-6-hydroxy-2,2-dimethyltetrahydrofurano[2,3-d][1,3]dioxol-5-yl)benzoic acid methyl ester